2-chloro-5-(3,5-dimethyl-2,6-dioxo-4-thioxo-1,3,5-triazin-1-yl)-4-fluoro-N-isopropylbenzamide ClC1=C(C(=O)NC(C)C)C=C(C(=C1)F)N1C(N(C(N(C1=O)C)=S)C)=O